1-(4-bromo-3-methyl-pyrazol-1-yl)propan-2-ol BrC=1C(=NN(C1)CC(C)O)C